[Sb]=O.[Sn] tiN antimony oxide